C1(=CC=CC=C1)N1C2=CC=CC=C2C=2C=CC(=CC12)C=1SC2=C(N1)C=CC=C2 2-(9-phenylcarbazol-2-yl)-benzothiazole